tert-butyl (N-(4-(2-(4,4-difluoroazepan-1-yl)-7-fluoroquinoline-3-carboxamido)pyridin-2-yl)sulfamoyl)carbamate FC1(CCN(CCC1)C1=NC2=CC(=CC=C2C=C1C(=O)NC1=CC(=NC=C1)NS(=O)(=O)NC(OC(C)(C)C)=O)F)F